O1C(=CC=C1)CNCCCNC1=CC=NC2=CC(=CC=C12)C(F)(F)F N1-(Furan-2-ylmethyl)-N3-(7-(trifluoromethyl)quinolin-4-yl)propane-1,3-diamine